C(C)C=1C=CC=C2C=C(C=C(C12)C1=C(C=2N=C(N=C(C2C=N1)N1CC2CCC(C1)N2C(=O)OC(C)(C)C)OCC2(CC2)C=O)F)OCOC tert-butyl 3-[7-[8-ethyl-3-(methoxymethoxy)-1-naphthyl]-8-fluoro-2-[(1-formylcyclopropyl)methoxy]pyrido[4,3-d]pyrimidin-4-yl]-3,8-diazabicyclo[3.2.1]octane-8-carboxylate